C1(=CC=CC=C1)C1=C(C2=C(OC3=C2C=CC=C3)C=C1)C1=NN=NC=C1 (phenyldibenzofuranyl)triazine